4-((2-(3-chloro-3-methyl-2-oxoindolin-1-yl)pyridin-4-yl)methyl)phthalazin-1(2H)-one ClC1(C(N(C2=CC=CC=C12)C1=NC=CC(=C1)CC1=NNC(C2=CC=CC=C12)=O)=O)C